Cl.C(CCCCCCCCC)C1=CC2=C(N=C(O2)N[C@@H]2CNCC2)C=C1 (S)-6-decyl-N-(pyrrolidin-3-yl)benzo[d]oxazol-2-amine hydrochloride